N-(4-(1-(cyclopropanecarbonyl)indolin-5-yl)-5-methylthiazol-2-yl)-2-(3-((5-((2-(2,6-dioxopiperidin-3-yl)-1,3-dioxoisoindolin-4-yl)oxy)-3,3-dimethylpentyl)oxy)phenyl)acetamide C1(CC1)C(=O)N1CCC2=CC(=CC=C12)C=1N=C(SC1C)NC(CC1=CC(=CC=C1)OCCC(CCOC1=C2C(N(C(C2=CC=C1)=O)C1C(NC(CC1)=O)=O)=O)(C)C)=O